FC(S(=O)(=O)N1C[C@@H](CC(C1)(F)F)NC(CC1=NC=C2C=CC(=NC2=C1)C1=NC(=CC=C1)N1C[C@@H](O[C@@H](C1)C)C)=O)F N-((R)-1-((difluoromethyl)sulfonyl)-5,5-difluoropiperidin-3-yl)-2-(2-(6-((cis)-2,6-dimethylmorpholino)pyridin-2-yl)-1,6-naphthyridin-7-yl)acetamide